2-(4-chlorophenyl)-2-((3-(1-((2-hydroxyethoxy)imino)ethyl)-5-methoxyphenyl)amino)-1-(6'-(trifluoromethoxy)spiro[cyclopropane-1,3'-indolin]-1'-yl)ethan-1-one ClC1=CC=C(C=C1)C(C(=O)N1CC2(C3=CC=C(C=C13)OC(F)(F)F)CC2)NC2=CC(=CC(=C2)OC)C(C)=NOCCO